NC1=CC=C(C(=C1C(=O)N(C)C)F)C=1C=C2C(=NC1)NCC21CC(C1)CC(=O)N 6-Amino-3-(3-(2-amino-2-oxoethyl)-1',2'-dihydrospiro[cyclobutane-1,3'-pyrrolo[2,3-b]pyridin]-5'-yl)-2-fluoro-N,N-dimethylbenzamide